phenyl 4-acryloylpiperazine-1-carboxylate C(C=C)(=O)N1CCN(CC1)C(=O)OC1=CC=CC=C1